5-amino-4-hydroxy-2-(2,5-difluorophenyl)-furan-3-one NC1=C(C(C(O1)C1=C(C=CC(=C1)F)F)=O)O